C(C1=CC=CC=C1)OC1=C(C(=O)O)C(=C(N=C1CCC)CC1=CC(=CC=C1)OC1=CC=CC=C1)C 3-(benzyloxy)-5-methyl-6-(3-phenoxybenzyl)-2-propyl-isonicotinic acid